CC1(C(N(C2=CC=CC=C12)C=1C=NC=C(C1)CC1=NNC(C2=CC=CC=C12)=O)=O)NS(=O)(=O)C N-(3-methyl-2-oxo-1-(5-((4-oxo-3,4-dihydrophthalazin-1-yl)methyl)pyridin-3-yl)indolin-3-yl)methanesulfonamide